4-chloro-5-methyl-2-(methylthio)-6-(trifluoromethyl)pyrimidine ClC1=NC(=NC(=C1C)C(F)(F)F)SC